FC(C=1C=C(C=CC1F)C1=CN=C2C(=N1)N(N=C2)CC=2OC(=NN2)C)F 2-[[6-[3-(Difluoromethyl)-4-fluoro-phenyl]pyrazolo[3,4-b]pyrazin-1-yl]methyl]-5-methyl-1,3,4-oxadiazole